FC=1C=C(C=CC1)CS(=O)(=O)NC1=CC2=C(N=C(S2)S(=O)(=O)CCC)C=C1 1-(3-fluorophenyl)-N-(2-(propylsulfonyl)benzo[d]thiazol-6-yl)methanesulfonamide